BrC1=C(C=CC=2N=C(SC21)C#N)NC2CCC(CC2)N2C[C@H](CCC2)O 7-bromo-6-{[(1r,4r)-4-[(3S)-3-hydroxypiperidin-1-yl]cyclohexyl]amino}-1,3-benzothiazole-2-carbonitrile